[(3R)-1-methyl-5-oxo-pyrrolidin-3-yl](4-nitrophenyl) carbonate C(OC1=C(C=C(C=C1)[N+](=O)[O-])[C@@H]1CN(C(C1)=O)C)([O-])=O